NC=1C(=NC(=CC1)C=1C(=C2C(=NC1)NC[C@]21C[C@](CC1)(C)C#N)Cl)C(=O)N(C)C 3-Amino-6-((1R,3R)-4'-chloro-3-cyano-3-methyl-1',2'-dihydrospiro[cyclopentane-1,3'-pyrrolo[2,3-b]pyridin]-5'-yl)-N,N-dimethylpicolinamide